2-(difluoromethyl)-5-[5-[(4-phenyltriazol-1-yl)methyl]thiophen-2-yl]-1,3,4-oxadiazole FC(C=1OC(=NN1)C=1SC(=CC1)CN1N=NC(=C1)C1=CC=CC=C1)F